BrC=1C=CC(=NC1)NC([C@H](C1=CC=C(C=C1)C=1N=NN(N1)C)[C@@H]1CC(CC1)(F)F)=O (S)-N-(5-Bromopyridin-2-yl)-2-((S)-3,3-difluorocyclopentyl)-2-(4-(2-methyl-2H-tetrazol-5-yl)phenyl)acetamide